zinc glycinate sulfate S(=O)(=O)([O-])[O-].NCC(=O)O.[Zn+2]